FC(C1=CC=C(C=C1)C1=NC(=C2N1C=CC=C2)CNC(OC(C)(C)C)=O)(F)F tertbutyl ((3-(4-(trifluoromethyl)phenyl)imidazo[1,5-a]pyridin-1-yl)methyl)carbamate